FC=1C=C2C(=NC(=NC2=C(C1C1=CC=C(C2=C1N=C(S2)NC(OC(C)(C)C)=O)F)F)OCC21CCCN1CCC2)N2C[C@](CCC2)(C)O tert-butyl (4-(6,8-difluoro-2-((hexahydro-1H-pyrrolizin-7a-yl)methoxy)-4-((R)-3-hydroxy-3-methylpiperidin-1-yl)quinazolin-7-yl)-7-fluorobenzo[d]thiazol-2-yl)carbamate